IC1=NC=C(C=N1)F 2-iodo-5-fluoro-pyrimidine